ClC=1C=C(C(=O)N[C@@H](C)C2=NC=CN=C2C2=NC=C(C=C2)N=S(=O)(C)CC)C(=CN1)C(F)(F)F 2-chloro-N-((1S)-1-(3-(5-((ethyl(methyl)(oxo)-λ6-sulfaneylidene)amino)pyridin-2-yl)pyrazin-2-yl)ethyl)-5-(trifluoromethyl)isonicotinamide